NC1=C(SC2=NC(=CC=C21)C)C(=O)N[C@H]2COC1=C(C2)C=CC(=C1)N1C[C@H](CC1)N 3-amino-N-[(3R)-7-[(3S)-3-aminopyrrolidin-1-yl]-3,4-dihydro-2H-1-benzopyran-3-yl]-6-methylthieno[2,3-b]pyridine-2-carboxamide